[Al].NO hydroxylamine aluminum salt